ethoxyl ether O(CC)OOCC